4-(2-fluoro-4-methylphenyl)-4-methylpiperidine-1-carboxamide FC1=C(C=CC(=C1)C)C1(CCN(CC1)C(=O)N)C